FC=1C(=C(C=CC1F)[C@H]1[C@@H](O[C@]([C@H]1C)(C(F)(F)F)C)C(=O)NC=1C=NC(=NC1)CO)O (2R,3S,4S,5R)-3-(3,4-difluoro-2-hydroxyphenyl)-N-(2-(hydroxymethyl)pyrimidin-5-yl)-4,5-dimethyl-5-(trifluoromethyl)tetrahydrofuran-2-carboxamide